7-chloro-6-(3-fluoro-2-pyridyl)-1-methyl-8-(trifluoromethyl)-4H-[1,2,4]triazolo[4,3-a][1,4]benzodiazepine ClC1=C(C=CC2=C1C(=NCC=1N2C(=NN1)C)C1=NC=CC=C1F)C(F)(F)F